cyclonon-8-en-4-one C1CCC(CCCC=C1)=O